N1=C2C(=CC=C1C(=O)N)CN=C2 5H-pyrrolo[3,4-b]pyridine-2-carboxamide